C(C)(=O)ON1C=C(C2=CC=CC=C12)CN(CC1=CC=C(C=C1)CNCC1=NC=CC=C1)C1CCCCC=2C1=NC=CC2 N-(1-acetoxyindol-3-ylmethyl)-N'-(2-pyridinylmethyl)-N-(6,7,8,9-tetrahydro-5H-cyclohepta[b]pyridin-9-yl)-1,4-benzenedimethanamine